dimethyl-(4-methylphenyl)gallium C[Ga](C1=CC=C(C=C1)C)C